methyl 1-(5-((2,6-dichloro-benzyl)oxy)-2,3-dihydro-1H-inden-1-yl)-2,2-dimethylpiperidine-4-carboxylate ClC1=C(COC=2C=C3CCC(C3=CC2)N2C(CC(CC2)C(=O)OC)(C)C)C(=CC=C1)Cl